N-benzyl-ortho-cyanopyridinium bromide [Br-].C(C1=CC=CC=C1)[N+]1=C(C=CC=C1)C#N